N-(2-(1-(Naphthalen-1-yl)ethyl)-1,2,3,4-tetrahydroisoquinolin-7-yl)-2-phenylacetamide C1(=CC=CC2=CC=CC=C12)C(C)N1CC2=CC(=CC=C2CC1)NC(CC1=CC=CC=C1)=O